(S)-2-Amino-3-(4-((5-amino-2-phenylbenzo[d]oxazol-7-yl)methoxy)-3,5-dichlorophenyl)propanoic acid N[C@H](C(=O)O)CC1=CC(=C(C(=C1)Cl)OCC1=CC(=CC=2N=C(OC21)C2=CC=CC=C2)N)Cl